β-glucose 1-phosphate P(=O)(O)(O)O[C@H]1[C@H](O)[C@@H](O)[C@H](O)[C@H](O1)CO